CN1C2=C(C3=CC=CC=C13)CCN1C(C2)CCC1 11-methyl-1,2,3,5,6,11,12,12a-octahydropyrrolo[1',2':1,2]azepino[4,5-b]indole